[Si](C1=CC=CC=C1)(C1=CC=CC=C1)(C(C)(C)C)O[C@@H]1[C@H]2[C@@H](N([C@@H](C1)C2)C(=O)OC(C)(C)C)C(=O)OC 2-(tert-butyl) 3-methyl (1R,3R,4R,5S)-5-((tert-butyldiphenylsilyl)oxy)-2-azabicyclo[2.2.1]heptane-2,3-dicarboxylate